CC1=CC=C(C=C1)C2=CC=C(C=C2)C DIMETHYLBIPHENYL